ClC(C(=O)N1CCCCCC1)Cl Dichloroacetyl-azepan